2-amino-N-((1r,4r)-4-hydroxy-4-methylcyclohexyl)-5-(4-((1r,5s)-3-(tetrahydro-2H-pyran-4-yl)-3-azabicyclo[3.1.0]hex-1-yl)phenyl)nicotinamide NC1=C(C(=O)NC2CCC(CC2)(C)O)C=C(C=N1)C1=CC=C(C=C1)[C@@]12CN(C[C@H]2C1)C1CCOCC1